COC1=CC=C(C=C1)C1=NOC(=N1)N1CCC(CC1)C(=O)NCC1CN(CC1)CC1=C(N=CS1)C 1-(3-(4-Methoxyphenyl)-1,2,4-oxadiazol-5-yl)-N-((1-((4-Methylthiazol-5-yl)methyl)pyrrolidin-3-yl)methyl)piperidin-4-carboxamid